CN(C=1C=C(C=CC1)N1CC2(CC1)CCN(CC2)C2=C(C(N(C1=CC=CC=C21)C)=O)C#N)C 4-{2-[3-(dimethylamino)phenyl]-2,8-diazaspiro[4.5]decan-8-yl}-1-methyl-2-oxo-1,2-dihydroquinoline-3-carbonitrile